O1C(=CC=C1)C1=NN2C(N=C(N=C2N)NCCC2=CC=C(C=C2)OCCN2CCCCC2)=N1 2-(furan-2-yl)-N5-(4-(2-(piperidin-1-yl)ethoxy)phenethyl)-[1,2,4]triazolo[1,5-a][1,3,5]-triazine-5,7-diamine